COC1=CC=C(CN(C2=C(C(=NC=N2)NC2CC(CCC2)O)[N+](=O)[O-])CC2=CC=C(C=C2)OC)C=C1 3-((6-(bis(4-methoxybenzyl)amino)-5-nitropyrimidin-4-yl)amino)cyclohexane-1-ol